(S)-N,2-dimethyl-1-(pyridin-2-yl)propan-1-amine CN[C@@H](C(C)C)C1=NC=CC=C1